ClC=1C(=NC(=NC1)NC1=CNC=C1)C(C)(C)O (R)-3-((5-chloro-4-(2-hydroxypropan-2-yl)pyrimidin-2-yl)amino)pyrrole